CC1=C(C(=CC=C1)C)NC(C(=O)O)=O N-(2,6-dimethylphenyl)oxamic acid